(2R)-2-Amino-6-(4-{2-azatricyclo[10.4.0.04,9]hexadeca-1(12),4,6,8,13,15-hexaen-10-yn-2-yl}-4-oxobutanamido)hexanoic Acid N[C@@H](C(=O)O)CCCCNC(CCC(=O)N1C=2C=CC=CC2C#CC2=CC=CC=C2C1)=O